C(C1=CC=CC=C1)(=O)ON(C(C)C=1C=C(C=C2C(C(=COC12)CC1=C(C=CC(=C1)F)Br)=O)C)C(C)(C)C tert-butyl-((1-(3-(2-bromo-5-fluorobenzyl)-6-methyl-4-oxo-4H-chromen-8-yl) ethyl) amino) benzoate